C1[C@@H]([C@H](O[C@H]1O)COP(=O)(O)OP(=O)(O)OP(=O)(O)O)O The molecule is a 2-deoxyribose triphosphate in which the triphosphate group is located at position 5. It derives from a 2-deoxy-D-ribose.